N-(2,4-dimethoxybenzyl)-O-methyl-hydroxylamine tert-butyl-(R)-4-acetyl-2-(3-chloro-5-(pyrimidin-2-yl)phenyl)piperazine-1-carboxylate C(C)(C)(C)OC(=O)N1[C@@H](CN(CC1)C(C)=O)C1=CC(=CC(=C1)C1=NC=CC=N1)Cl.COC1=C(CNOC)C=CC(=C1)OC